C(CCCCCCC)(=O)OCCCOC(CCCCCCC)=O 1,3-propandiol dicaprylate